benzyl (2R,3S,5R)-2-(((4-(3-(benzyloxy)phenyl)cyclohexyl)oxy)methyl)-3-((N,N-dimethylsulfamoyl)amino)-5-methylpyrrolidine-1-carboxylate C(C1=CC=CC=C1)OC=1C=C(C=CC1)C1CCC(CC1)OC[C@@H]1N([C@@H](C[C@@H]1NS(N(C)C)(=O)=O)C)C(=O)OCC1=CC=CC=C1